ClC=1C(=NC(=NC1)NC1=C(C=C2CCN(CC2=C1)C)OC)N1C[C@](C2=CC=C(C=C12)F)(C)CC(=O)O |r| Racemic-2-(1-(5-chloro-2-((6-methoxy-2-methyl-1,2,3,4-tetrahydroisoquinolin-7-yl)amino)pyrimidin-4-yl)-6-fluoro-3-methylindoline-3-yl)acetic acid